CN1CCN(CC1)C1=C(C=C(C=C1)NC(=N)N)C(F)(F)F 1-(4-(4-methylpiperazin-1-yl)-3-(trifluoromethyl)phenyl)guanidine